tert-butyl 4-(4-(4,6-dichloropyrimidin-2-yl)phenyl)piperazine-1-carboxylate ClC1=NC(=NC(=C1)Cl)C1=CC=C(C=C1)N1CCN(CC1)C(=O)OC(C)(C)C